hydroxyethylisobutyrate OCCOC(C(C)C)=O